3-hydroxy-2-naphthamide OC=1C(=CC2=CC=CC=C2C1)C(=O)N